N1(N=NC2=C1C=CC=C2)CC(=O)N(CC=2C=NC=C(C2)F)C2=CC=C(C=C2)C=2CNCC2 2-(benzotriazol-1-yl)-N-[4-(2,5-dihydro-1H-pyrrol-3-yl)phenyl]-N-[(5-fluoro-3-pyridyl)methyl]acetamide